C12CC(CC2C1)NC=1C2=C(N=C(N1)Cl)N(C=C2)[C@H]2[C@@H]([C@@H]([C@H](O2)COCP(O)(O)=O)O)O [(2R,3S,4R,5R)-5-[4-(3-bicyclo[3.1.0]-hexanylamino)-2-chloro-pyrrolo[2,3-d]-pyrimidin-7-yl]-3,4-dihydroxy-tetrahydro-furan-2-yl]methoxy-methylphosphonic acid